2-(2-methoxy-5-methyl-4-(4-methyl-1,4-diazepan-1-yl)phenyl)-N4-(1-(methylsulfonyl)indolin-7-yl)-7H-pyrrolo[2,3-d]pyrimidine-2,4-diamine COC1=C(C=C(C(=C1)N1CCN(CCC1)C)C)C1(N=C(C2=C(N1)NC=C2)NC=2C=CC=C1CCN(C21)S(=O)(=O)C)N